2-methyl-N-(tetrahydro-2H-pyran-4-yl)quinazoline-4-carboxamide CC1=NC2=CC=CC=C2C(=N1)C(=O)NC1CCOCC1